CC1(C2CN(C(C12)C(=O)N)C([C@@H](NC(C(F)(F)Cl)=O)CC1=CC=CC=C1)=O)C 6,6-dimethyl-3-[N-(chlorodifluoroacetyl)-L-phenylalanyl]-3-azabicyclo[3.1.0]hexane-2-carboxamide